C1(CCC1)C(=O)N1[C@H]([C@H](CC1)NS(=O)(=O)C)CC=1N=C(SC1C)C1=CC=CC=C1 N-(cis-1-(cyclobutylcarbonyl)-2-((5-methyl-2-phenyl-1,3-thiazol-4-yl)methyl)pyrrolidin-3-yl)methanesulfonamide